ethyl 3-((1r,4r)-4-(4-chlorophenyl) cyclohexyl)-3-oxopropanoate ClC1=CC=C(C=C1)C1CCC(CC1)C(CC(=O)OCC)=O